6-cyclopropyl-N-(4-(5-methyl-1,2,4-oxadiazol-3-yl)benzyl)pyrimidin-4-amine C1(CC1)C1=CC(=NC=N1)NCC1=CC=C(C=C1)C1=NOC(=N1)C